ClC=1C=CC(=C(C1)C1=C2C(=NC(=C1)C)C(=CS2)C(=O)O)OCCN2C(=NC1=CC(=C(C(=C1C2=O)C#N)N2CCN(CC2)CC(F)F)C(F)(F)F)C 7-(5-chloro-2-(2-(5-cyano-6-(4-(2,2-difluoroethyl)piperazin-1-yl)-2-methyl-4-oxo-7-(trifluoromethyl)quinazolin-3(4H)-yl)ethoxy)phenyl)-5-methylthieno[3,2-b]pyridine-3-carboxylic acid